NC=1C(=NC(=NC1)NC1(CCC1)C)NC1CCN(CC1)C(=O)OC(C)(C)C tert-Butyl 4-((5-amino-2-((1-methylcyclobutyl)amino)pyrimidin-4-yl)amino)piperidine-1-carboxylate